N-(5-CHLORO-6-(2H-1,2,3-TRIAZOL-2-YL)PYRIDIN-3-YL)-3-(2-METHOXYQUINOLIN-5-YL)-4-(TRIFLUOROMETHYL)ISOTHIAZOLE-5-CARBOXAMIDE ClC=1C=C(C=NC1N1N=CC=N1)NC(=O)C1=C(C(=NS1)C1=C2C=CC(=NC2=CC=C1)OC)C(F)(F)F